1-bromo-5-(but-1-en-2-yl)-3-fluoro-2-methoxybenzene BrC1=C(C(=CC(=C1)C(=C)CC)F)OC